[N+](=O)([O-])C1=C(C2=CC=CC=C2C(C1=O)=O)N1C(C=CC1=O)=O 1-(2-Nitro-3,4-dioxo-3,4-dihydronaphthalen-1-yl)-1H-pyrrole-2,5-dione